(S)-4-(3-chloro-5-(2,6-difluorophenyl)-1,6-dihydropyrazolo[4,3-d]pyrido[4,3-f][1,3]diazepin-9-yl)-2-methylmorpholine ClC1=NNC2=C1N=C(NC1=C2C=C(N=C1)N1C[C@@H](OCC1)C)C1=C(C=CC=C1F)F